2-(4-chlorophenoxy)-N-(3-{[5-(4-chlorophenyl)-1,3,4-oxadiazol-2-yl]amino}bicyclo[1.1.1]pentan-1-yl)acetamide ClC1=CC=C(OCC(=O)NC23CC(C2)(C3)NC=3OC(=NN3)C3=CC=C(C=C3)Cl)C=C1